C1(CCCCC1)OC1=CC=C(C=C1)S(=O)(=O)NC(CN(C)C)C1=CC(=C(C=C1)Cl)Cl 4-(cyclohexyloxy)-N-(1-(3,4-dichlorophenyl)-2-(dimethylamino)ethyl)benzenesulfonamide